Triethylmethylammonium tetrafluoroborate F[B-](F)(F)F.C(C)[N+](C)(CC)CC